2-oxoethyl alaninate hydrochloride Cl.N[C@@H](C)C(=O)OCC=O